3-((1-(fluoromethyl)cyclopropyl)methyl)-3H-imidazo[4,5-b]Pyridine-5-carboxylic acid methyl ester COC(=O)C1=CC=C2C(=N1)N(C=N2)CC2(CC2)CF